N-(3-((5-(3-(dimethylamino)-4,5-difluorophenyl)-2-((1-methyl-1H-pyrazol-4-yl)amino)pyrimidin-4-yl)amino)-4-fluorophenyl)acrylamide CN(C=1C=C(C=C(C1F)F)C=1C(=NC(=NC1)NC=1C=NN(C1)C)NC=1C=C(C=CC1F)NC(C=C)=O)C